N1=NC(=CC=C1)C=1C=NC(=NC1)NC1=CC(=CC=C1)C1=NC2=C(N1)C(=CC=C2)C(F)(F)F 5-(pyridazin-3-yl)-N-(3-(7-(trifluoromethyl)-1H-benzo[d]imidazol-2-yl)phenyl)pyrimidin-2-amine